COC(CNC(=O)N1C=NC=C1)OC N-(2,2-dimethoxyethyl)imidazole-1-carboxamide